BrC1=C(C=NC=C1Cl)N 4-bromo-5-chloropyridin-3-amine